(2R,3S,4R,5R)-5-(4-amino-7H-pyrrolo[2,3-d]pyrimidin-7-yl)-methyl-2-(((2-(methylamino)quinolin-7-yl)oxy)methyl)tetrahydrofuran-3,4-diol NC=1C2=C(N=CN1)N(C=C2)[C@H]2[C@@H]([C@@H]([C@](O2)(COC2=CC=C1C=CC(=NC1=C2)NC)C)O)O